5-(1-methylcyclopentyl)isoxazol CC1(CCCC1)C1=CC=NO1